C(C1=CC=CC=C1)(=O)OC[C@H]1O[C@H]([C@@H]([C@@]1(O)C#C)O)N1N=CC=2C1=NC(=NC2N2C[C@@H]1[C@H](C2)CCC1)Cl ((2R,3S,4R,5R)-5-(6-chloro-4-((3aR,6aS)-hexahydrocyclopenta[c]pyrrol-2(1H)-yl)-1H-pyrazolo[3,4-d]pyrimidin-1-yl)-3-ethynyl-3,4-dihydroxytetrahydrofuran-2-yl)methyl benzoate